(6-chloro-1,1-dioxo-3,4-dihydro-2H-benzo[e][1,2]thiazin-2-yl)-3-(6-fluoro-2,3-dimethylphenyl)butanoic acid methyl ester COC(C(C(C)C1=C(C(=CC=C1F)C)C)N1S(C2=C(CC1)C=C(C=C2)Cl)(=O)=O)=O